NC1=C(C(=NN1C(C)C)C=1C=NC(=CC1)CC(=O)NC1=CC(=NO1)C1=C(C=C(C=C1)C(F)(F)F)Cl)C(=O)N 5-Amino-3-[6-[2-[[3-[2-chloro-4-(trifluoromethyl)phenyl]isoxazol-5-yl]amino]-2-oxo-ethyl]-3-pyridyl]-1-isopropyl-pyrazole-4-carboxamide